N-(amino(4-(2-hydroxypropan-2-yl)thiophen-2-yl)(oxo)-λ6-sulfaneylidene)-2-(3-fluoro-2,6-diisopropylphenyl)acetamide NS(=NC(CC1=C(C(=CC=C1C(C)C)F)C(C)C)=O)(=O)C=1SC=C(C1)C(C)(C)O